1-[2-(Dimethylamino)ethyl]-1H-tetrazole-5-thiol CN(CCN1N=NN=C1S)C